C(C=C)N1S(CC(C2=C1C=C(C=C2)Br)=O)(=O)=O 1-Allyl-7-bromo-1H-2,1-benzothiazin-4(3H)-on-2,2-dioxid